N-(3-bromoimidazo[1,2-a]pyridin-6-yl)-4-fluoro-3-methoxy-N-(methoxymethyl)benzamide BrC1=CN=C2N1C=C(C=C2)N(C(C2=CC(=C(C=C2)F)OC)=O)COC